BrC1=C(C(=C2C(=NC(=NC2=C1F)OCC1(CC1)CN1[C@@H](COCC1)C)N1CC2CCC(C1)N2C(=O)OC(C)(C)C)OC)F tert-butyl 3-(7-bromo-6,8-difluoro-5-methoxy-2-((1-(((R)-3-methylmorpholino)methyl)cyclopropyl)methoxy)quinazolin-4-yl)-3,8-diazabicyclo[3.2.1]octane-8-carboxylate